(S)-N-((S)-1-((3R,5'S)-5'-cyano-5-fluoro-2-oxospiro[indoline-3,3'-pyrrolidine]-1'-yl)-4,4-dimethyl-1-oxopentan-2-yl)-3,3-dimethyl-2-(2,2,2-trifluoroacetamido)butanamide C(#N)[C@@H]1C[C@@]2(CN1C([C@H](CC(C)(C)C)NC([C@H](C(C)(C)C)NC(C(F)(F)F)=O)=O)=O)C(NC1=CC=C(C=C12)F)=O